Pyrazine-2-carboxylic acid {3-[5-(6-methyl-pyridin-3-yl)-[1,3,4]oxadiazol-2-yl]-adamantan-1-yl}-amide CC1=CC=C(C=N1)C1=NN=C(O1)C12CC3(CC(CC(C1)C3)C2)NC(=O)C2=NC=CN=C2